edetic acid disodium salt [Na+].[Na+].C(N(CC(=O)[O-])CC(=O)O)CN(CC(=O)O)CC(=O)[O-]